OC(=O)C(F)(F)F.N[C@@H]1CC[C@H](OC1)C(=O)O (2S,5R)-5-aminotetrahydropyran-2-carboxylate TFA salt